FC1=C(N(C=C1S(N[C@@H]1COC[C@H]1CO)(=O)=O)C)C(=O)OCC Trans-Ethyl 3-fluoro-4-(N-(4-(hydroxymethyl)tetrahydrofuran-3-yl)sulfamoyl)-1-methyl-1H-pyrrole-2-carboxylate